4-oxo-3,4-dihydropyridin O=C1CC=NC=C1